6-(7,8-dihydro-5H-1,6-naphthyridin-6-yl)-5-methyl-N-(3-pyridylmethyl)pyridine N1=CC=CC=2CN(CCC12)C1=C(C=CCN1CC=1C=NC=CC1)C